7'-fluoro-1'-(2,2,2-trifluoroethyl)spiro[cyclopropane-1,3'-indolin]-2'-one FC=1C=CC=C2C3(C(N(C12)CC(F)(F)F)=O)CC3